N-(bis(4-nitrophenyl)methylene)-p-tert-butyl-aniline [N+](=O)([O-])C1=CC=C(C=C1)C(=NC1=CC=C(C=C1)C(C)(C)C)C1=CC=C(C=C1)[N+](=O)[O-]